2-amino-N-((4-ethyl-8-fluoro-4-hydroxy-9-methyl-3,14-dioxo-3,4,12,14-tetrahydro-1H-pyrano[3',4':6,7]indolizino[1,2-B]quinolin-11-yl)methyl)acetamide NCC(=O)NCC1=C2C(=NC=3C=C(C(=CC13)C)F)C1=CC3=C(C(N1C2)=O)COC(C3(O)CC)=O